CN(C1=CC=CC2=CC=CC(=C12)N(C)C)C N,N,N',N'-Tetramethyl-1,8-naphthalenediamine